CN1C(=NNC1=O)C1=C(C=CC=C1)CNC(OC(C)(C)C)=O tert-butyl N-{[2-(4-methyl-5-oxo-1H-1,2,4-triazol-3-yl)phenyl]methyl}carbamate